2-(4-(aminomethyl)phenyl)-N-((R)-((S)-7-(1-methyl-1H-pyrazol-4-yl)-2,3-dihydro-1H-pyrido[2,3-b][1,4]oxazin-3-yl)(phenyl)methyl)ethan-1-amine NCC1=CC=C(C=C1)CCN[C@H](C1=CC=CC=C1)[C@@H]1CNC2=C(O1)N=CC(=C2)C=2C=NN(C2)C